(3R)-3-({2-[3,5-Bis(trifluoromethyl)phenyl][1,2,4]triazolo[1,5-c]quinazolin-5-yl}amino)azepan-2-one FC(C=1C=C(C=C(C1)C(F)(F)F)C1=NN2C(=NC=3C=CC=CC3C2=N1)N[C@H]1C(NCCCC1)=O)(F)F